(8R)-2-chloro-N-(5-chloro-6-(cyclopropyl(hydroxy)methyl)pyridin-3-yl)-8-methyl-8-(trifluoromethyl)-7,8-dihydro-6H-pyrazolo[1,5-a]pyrrolo[2,3-e]pyrimidine-6-carboxamide ClC1=NN2C(N=CC3=C2[C@@](CN3C(=O)NC=3C=NC(=C(C3)Cl)C(O)C3CC3)(C(F)(F)F)C)=C1